COP(OC)(=O)CC1=C(C=CC=C1)CN1C2=NC(=NC(=C2N=C1)N)F (2-((6-amino-2-fluoro-9H-purin-9-yl)methyl)benzyl)phosphonic acid dimethyl ester